NONANYL ACETATE (nonanyl acetate) C(CCCCCCCC)CC(=O)O.C(C)(=O)OCCCCCCCCC